(Propan-2-yl)[(2,3,4,5-tetrahydro-1-benzoxepin-5-yl)methyl]amine CC(C)NCC1CCCOC2=C1C=CC=C2